NC1=CC=C2C(OC(C2=C1)=O)CC1=CC(=CC=C1)F 6-amino-3-(3-fluorobenzyl)isobenzofuran-1(3H)-one